2-[5-(4-acetylpiperazin-1-yl)pyridin-3-yl]-N-{[4-methyl-2-(piperidin-1-yl)phenyl](5-methylfuran-2-yl)methyl}acetamide C(C)(=O)N1CCN(CC1)C=1C=C(C=NC1)CC(=O)NC(C=1OC(=CC1)C)C1=C(C=C(C=C1)C)N1CCCCC1